4-[3-({4-[(trimethylsilyl)ethynyl]thiophen-3-yloxy}methyl)benzyl]morpholine C[Si](C)(C)C#CC=1C(=CSC1)OCC=1C=C(CN2CCOCC2)C=CC1